FC1=C(C=C(C=C1)F)C1=C(C(=NC=C1)C1C(CCCC1)O)NC(=O)C=1C=NC(=NC1)C(C)C N-(4-(2,5-difluorophenyl)-2-(2-hydroxycyclohexyl)pyridin-3-yl)-2-isopropylpyrimidine-5-carboxamide